C(C)ON(CC)CC ethoxy-N,N-diethylamine